6-((4,5-dimethyl-1H-pyrazol-3-yl)amino)-3-fluoropyridin CC=1C(=NNC1C)NC1=CC=C(C=N1)F